N1C(OCC2=C1C=CC=C2)=O 4H-3,1-benzoxazinon